(S)-2-methyl-aminobutyric acid hydrochloride Cl.C[C@@](C(=O)O)(CC)N